Methyl (3-phenyl-3-(4-(trifluoromethyl)phenoxy)propyl)-L-valinate C1(=CC=CC=C1)C(CCN[C@@H](C(C)C)C(=O)OC)OC1=CC=C(C=C1)C(F)(F)F